N1C=C(C2=CC=CC=C12)C(=O)C1=NC(=CC=C1)N1CCOCC1 1H-indol-3-yl-(6-morpholino-2-pyridyl)methanone